NC1=CC(=C(C=C1)P(C)(C)=O)C (4-amino-2-methylphenyl)dimethylphosphine oxide